N,N,N',N'-tetramethyl-1,6-hexylenediamine CN(CCCCCCN(C)C)C